di-aminoterephthalic acid NC=1C(=C(C(=O)O)C=CC1C(=O)O)N